(8S)-N-((R)-1-(4-carbamimidoylthiophen-2-yl)ethyl)-7-((9-hydroxy-9H-fluorene-3-carbonyl)glycyl)-1,4-dioxa-7-azaspiro[4.4]nonane-8-carboxamide C(N)(=N)C=1C=C(SC1)[C@@H](C)NC(=O)[C@H]1N(CC2(OCCO2)C1)C(CNC(=O)C=1C=CC=2C(C3=CC=CC=C3C2C1)O)=O